trans-4-(2-(2-fluorophenyl)-6-(benzenesulfonyl)imidazo[4,5-d]pyrrolo[2,3-b]pyridin-1(6H)-yl)cyclohexanecarbonitrile FC1=C(C=CC=C1)C1=NC=2C(=C3C(=NC2)N(C=C3)S(=O)(=O)C3=CC=CC=C3)N1[C@@H]1CC[C@H](CC1)C#N